(S)-3,3,3-trifluoro-2-methoxy-N-((S)-8-(naphthalen-2-ylsulfonyl)-1-oxa-8-azaspiro[4.5]decan-3-yl)-2-phenylpropanamide FC([C@@](C(=O)N[C@@H]1COC2(C1)CCN(CC2)S(=O)(=O)C2=CC1=CC=CC=C1C=C2)(C2=CC=CC=C2)OC)(F)F